4-iodo-1-methyl-2-(p-methylphenoxy)benzene Uridine-5'-triphosphate P(O)(=O)(OP(=O)(O)OP(=O)(O)O)OC[C@@H]1[C@H]([C@H]([C@@H](O1)N1C(=O)NC(=O)C=C1)O)O.IC1=CC(=C(C=C1)C)OC1=CC=C(C=C1)C